N[C@H](CO)COC1=CC=C(C=C1)C1=CC=C(C=C1)\C=C\CN1C(=NC=C1)[C@H](C)O (R)-2-amino-3-((4'-((E)-3-(2-((S)-1-hydroxyethyl)-1H-imidazol-1-yl)prop-1-en-1-yl)-[1,1'-biphenyl]-4-yl)oxy)propan-1-ol